O=C1C(CCC1)CCCCC 3-oxo-2-pentylcyclopentane